CC=1C(=C(C=CC1N)C1=CC=C(C=C1)N)C bis-methyl-4,4'-diaminobiphenyl